ClC1=CC(=C2C(=N1)NC=N2)N2[C@H](CN([C@@H](C2)C)C([C@H]2C(C2)(F)F)C2=CC=C(C=C2)Cl)C 5-Chloro-7-((2S,5R)-4-((4-chlorophenyl)((S)-2,2-difluorocyclopropyl)methyl)-2,5-dimethylpiperazin-1-yl)-3H-imidazo[4,5-b]pyridine